CC1(C=O)CC=C(O1)C 2,5-dimethyl-furfural